C1N(CC2=CC=CC=C12)CC1=CC(=NC=C1)NC=1SC2=NC(=CC=C2N1)C=1C=NNC1C N-(4-(isoindolin-2-ylmethyl)pyridin-2-yl)-5-(5-methyl-1H-pyrazol-4-yl)thiazolo[5,4-b]pyridin-2-amine